OC(=O)C(F)(F)F.N1CCC(CC1)/C=C/C(=O)N1C(C=CCC1)=O (E)-1-(3-(piperidin-4-yl)acryloyl)-5,6-dihydropyridin-2(1H)-one TFA salt